C=1N=CN2C1C1=CC=CC=C1[C@@H]2C2CCCCC2 (1S,2S)-2-((S)-5H-imidazo[5,1-a]isoindol-5-yl)cyclohexan